methyl 5-amino-7-((diethoxyphosphoryl) methyl)-2-naphthoate NC1=C2C=CC(=CC2=CC(=C1)CP(=O)(OCC)OCC)C(=O)OC